5-(1-ethylcyclohexyloxymethyl-oxycarbonyl)-bicyclo[2.2.1]Hept-2-ene C(C)C1(CCCCC1)OCOC(=O)C1C2C=CC(C1)C2